3-(4-fluorophenoxy)propanoic acid FC1=CC=C(OCCC(=O)O)C=C1